C(CCCCCC(C)(C)C)(=O)[O-].C(CCCCCC(C)(C)C)(=O)[O-].C(CCCC)[Sn+2]CCCCC dipentyl-tin dineodecanoate